7-[4-(trifluoromethyl)phenoxy]-1,2,3,4-tetrahydroisoquinoline hydrochloride Cl.FC(C1=CC=C(OC2=CC=C3CCNCC3=C2)C=C1)(F)F